tert-butyl (3-(3-((6-chloro-5-ethyl-3-(methylcarbamoyl)pyrazin-2-yl)amino)-5-fluorophenoxy)propyl)carbamate ClC1=C(N=C(C(=N1)NC=1C=C(OCCCNC(OC(C)(C)C)=O)C=C(C1)F)C(NC)=O)CC